cyano-N-methyl-4-(3-((4-(trifluoromethyl)phenyl)amino)pyrazin-2-yl)piperazine-1-carboxamide C(#N)C1N(CCN(C1)C1=NC=CN=C1NC1=CC=C(C=C1)C(F)(F)F)C(=O)NC